FC(C1=CC(=NN1)NC1=NC(=NN2C1=C(C(=C2)C2=NN(C=C2)C)C)C=2N(C=CN2)C)F N-(5-(Difluoromethyl)-1H-pyrazol-3-yl)-5-methyl-2-(1-methyl-1H-imidazol-2-yl)-6-(1-methyl-1H-pyrazol-3-yl)pyrrolo[2,1-f][1,2,4]triazin-4-amine